2-(2-chloro-5-vinylphenyl)acetonitrile ClC1=C(C=C(C=C1)C=C)CC#N